4-(T-amyl)aniline C(C)(C)(CC)C1=CC=C(N)C=C1